NC([C@H](C[C@@H]1OC2=C(NC1=O)C=CC=C2)NC(OC(C)(C)C)=O)=O tert-butyl N-[(1S)-2-amino-2-oxo-1-[[(2S)-3-oxo-4H-1,4-benzoxazin-2-yl]methyl]ethyl]carbamate